C(C)OC[C@@]1(CN(CC1)CC=1C=NN(C1)C)CCC1=CC=CC=C1 (S)-4-((3-(ethoxymethyl)-3-phenethylpyrrolidin-1-yl)methyl)-1-methyl-1H-pyrazole